8-((5-chloro-2-methoxypyridin-3-yl)sulfonyl)-1-oxa-8-azaspiro[4.5]decan-3-one ClC=1C=C(C(=NC1)OC)S(=O)(=O)N1CCC2(CC(CO2)=O)CC1